OC1=C(C=C(C2=CC=CC=C12)O)C(=O)O 1,4-dihydroxy-2-naphthalenecarboxylic acid